C(#N)C1=C(C=C(OC2(C(CC2(C)C)(C)C)C=2C(=NC=C(N2)N2CCC(CC2)C=O)C(=O)N)C=C1)OC (1r,3r)-3-((4-cyano-3-methoxyphenoxy)-2,2,4,4-tetramethylcyclobutyl)-5-(4-formylpiperidin-1-yl)pyrazine-2-carboxamide